C1(CC1)C=1C=NC(=NC1)[C@@H]1[C@H](CC1)C=1NC(C2=C(N1)N(N=C2C#N)[C@H](C)C=2C=NC(=CC2)C(F)(F)F)=O 6-((1S,2S)-2-(5-cyclopropylpyrimidin-2-yl)cyclobutyl)-4-oxo-1-((R)-1-(6-(trifluoromethyl)pyridin-3-yl)ethyl)-4,5-dihydro-1H-pyrazolo[3,4-d]pyrimidine-3-carbonitrile